O1CCN(CC1)C=1C2=C(N=C(N1)C=1C=C(C=CC1)NC(=O)C1=CN=CS1)C=C(S2)C=2C=NC=CC2 N-(3-(4-morpholino-6-(pyridin-3-yl)thieno[3,2-d]pyrimidin-2-yl)phenyl)thiazole-5-carboxamide